COC(C(=O)C1=C(C=CC=C1)CBr)=O (E)-2-(2'-bromomethylphenyl)-2-oxo-acetic acid methyl ester